5-chloro-3-vinylpyridazine ClC=1C=C(N=NC1)C=C